CCOC1=CC=C(C=C1)OC(=O)C phenetyl acetate